N1(CCC2C1CNC2)C2=CC=CC(=N2)NC=2C1=C(C(=NC2)C2=C3C(=NC=C2)N(C=C3)C)CNC1=O 7-[[6-(3,3a,4,5,6,6a-hexahydro-2H-pyrrolo[2,3-c]pyrrol-1-yl)-2-pyridyl]amino]-4-(1-methyl-pyrrolo[2,3-b]pyridin-4-yl)-2,3-di-hydropyrrolo[3,4-c]pyridin-1-one